4-(2-(2-Chlorobenzylidene)hydrazino)-2-(prop-2-yn-1-ylthio)-6-(trifluoromethyl)pyrimidine ClC1=C(C=NNC2=NC(=NC(=C2)C(F)(F)F)SCC#C)C=CC=C1